FC(C(=O)[O-])([P+](C1=CC=CC=C1)(C1=CC=CC=C1)C1=CC=CC=C1)F 2,2-difluoro-2-(triphenylphosphoniumyl)acetate